[Cl-].[Br-].[Cs+] cesium bromide chloride